[Al](Cl)(Cl)Cl ALUMINIUM CHLORIDE